5-((5-(2-(((1r,4r)-4-aminocyclohexyl)oxy)-6-isopropoxyphenyl)-1H-pyrazol-3-yl)amino)pyrazine-2-carbonitrile NC1CCC(CC1)OC1=C(C(=CC=C1)OC(C)C)C1=CC(=NN1)NC=1N=CC(=NC1)C#N